NCC(=O)N1[C@@H](CCC1)C(=O)N[C@@H](CS)C(=O)[O-].[Na+] sodium glycyl-L-prolyl-L-cysteinate